Dimethyl (3R,10bR)-3-(2,5-dioxopyrrolidin-1-yl)-7-nitro-2,3-dihydropyrrolo[2,1-a]isoquinoline-1,1(10bH)-dicarboxylate O=C1N(C(CC1)=O)[C@@H]1CC([C@@H]2N1C=CC1=C(C=CC=C21)[N+](=O)[O-])(C(=O)OC)C(=O)OC